Bis(10-(didecylamino)-10-oxodecyl)carbamic chloride C(CCCCCCCCC)N(C(CCCCCCCCCN(C(=O)Cl)CCCCCCCCCC(N(CCCCCCCCCC)CCCCCCCCCC)=O)=O)CCCCCCCCCC